CC=1SC(=C(N1)C)C=1C=CC(N(N1)CC1CCN(CC1)C=1C=CC=2N(N1)C(=NN2)C)=O 6-(2,4-dimethyl-1,3-thiazol-5-yl)-2-[[1-(3-methyl-[1,2,4]triazolo[4,3-b]pyridazin-6-yl)piperidin-4-yl]methyl]pyridazin-3-one